C=12NC(NS(C=3C=CN(CCCCCC4CCC(C=C5CCCC51)=C24)N3)(=O)=O)=O 5λ6-thia-2,4,9,26-tetraazapentacyclo[13.9.1.16,9.018,25.020,24]hexacosa-1(24),6(26),7,18(25),19-pentaene-3,5,5-trione